8-fluoro-6-[5-(methylsulfonylimino)-2-pyridinyl]-2-[(4S)-4-[[6-oxo-5-(trifluoromethyl)-1H-pyridazin-4-yl]amino]pentyl]isoquinolin-1-one FC=1C=C(C=C2C=CN(C(C12)=O)CCC[C@H](C)NC=1C=NNC(C1C(F)(F)F)=O)C=1N=CC(CC1)=NS(=O)(=O)C